C(C)OC(=O)C1=COC2=C1C=CC(=C2)C=2CCN(CC2)C(=O)OC(C)(C)C tert-butyl 4-(3-(ethoxycarbonyl)benzofuran-6-yl)-3,6-dihydropyridine-1(2H)-carboxylate